COC(CCC1=CCC(C=C1C)CC(C)C)OC 2-(3,3-dimethoxypropyl)-5-isobutyl-3-methyl-cyclohexane-1,3-diene